COC1=CC=C(C2=C(OC3=CC=CC(=C3C2=O)O)C2=CC=CC=C2)C=C1 (4'-methoxy)-phenyl-5-hydroxyisoflavone